5,6-diamino-2,3-dicyanopyrazine NC=1N=C(C(=NC1N)C#N)C#N